C(CCCCCCCCCCCCCCCCCCCCCCCCCCC)(=O)Cl montanoyl chloride